N-(5-(4-(4,5-difluoro-2-(2-hydroxybutan-2-yl)phenylamino)-1,3,5-triazin-2-ylamino)-4-methoxy-2-((3aS,6aS)-5-methylhexahydropyrrolo[3,4-b]pyrrol-1(2H)-yl)phenyl)acrylamide FC1=CC(=C(C=C1F)NC1=NC(=NC=N1)NC=1C(=CC(=C(C1)NC(C=C)=O)N1[C@H]2[C@@H](CC1)CN(C2)C)OC)C(C)(CC)O